5-cyano-2-methyl-6-(piperazin-1-yl)nicotinic acid ethyl ester C(C)OC(C1=C(N=C(C(=C1)C#N)N1CCNCC1)C)=O